3-Propyl bromide CCCBr